5-fluoro-N-isopropyl-N-methyl-2-(3-(2-((1-(methylsulfonyl)piperidin-4-yl)methyl)octahydro-cyclopenta[c]pyrrol-5-yl)-1H-pyrrolo[2,3-c]pyridin-1-yl)benzamide FC=1C=CC(=C(C(=O)N(C)C(C)C)C1)N1C=C(C=2C1=CN=CC2)C2CC1C(CN(C1)CC1CCN(CC1)S(=O)(=O)C)C2